ethyl (E)-4-((2-hydroxy-5-iodobenzylidene)amino)benzoate OC1=C(\C=N\C2=CC=C(C(=O)OCC)C=C2)C=C(C=C1)I